C(CCCCCC)OC(CCCCCCCCCCC(=O)O)=O 12-(heptyloxy)-12-oxododecanoic acid